8-(2-fluorobenzyl)-6-(3-(trifluoromethyl)-1H-1,2,4-triazol-5-yl)imidazo[1,2-a]Pyrazine-3-Carbonitrile FC1=C(CC=2C=3N(C=C(N2)C2=NC(=NN2)C(F)(F)F)C(=CN3)C#N)C=CC=C1